4-(4-aminophenoxy)-2-ethoxyphenylaniline NC1=CC=C(OC2=CC(=C(C=C2)NC2=CC=CC=C2)OCC)C=C1